O=C1NC(CCC1N1C(C2=CC=C(C=C2C1)C#CCCCCCCN1CCN(CC1)C1=CC=C(C(=O)N2CCC(CC2)CCCCNC(\C=C\C=2C=NC=CC2)=O)C=C1)=O)=O (E)-N-(4-(1-(4-(4-(8-(2-(2,6-dioxopiperidin-3-yl)-1-oxoisoindoline-5-yl)oct-7-yn-1-yl)piperazin-1-yl)benzoyl)piperidin-4-yl)butyl)-3-(pyridin-3-yl)acrylamide